FC=1C=C(C=NC1)C1CC=NN1C(=O)C1CCN(CC1)C1=NC=C(C=N1)F (5-(5-fluoropyridin-3-yl)-4,5-dihydro-1H-pyrazol-1-yl)(1-(5-fluoropyrimidin-2-yl)piperidin-4-yl)methanone